BrC1=C(C=C2C=NN(C2=C1)CC(F)(F)F)F 6-bromo-5-fluoro-1-(2,2,2-trifluoroethyl)-1H-indazole